NC=1N=C(C2=C(C=NN(C2=O)CCCCCN2CCCC2)N1)NCCCC 2-amino-4-(butylamino)-6-(5-(pyrrolidin-1-yl)pentyl)pyrimido[4,5-d]pyridazin-5(6H)-one